bicyclo[2.2.1]heptane-1-carbonitrile C12(CCC(CC1)C2)C#N